(S)-N-(3-(2-((1,5-dimethyl-1H-pyrazol-3-yl)amino)-5-methylpyrimidin-4-yl)-1H-indol-7-yl)-2-(3-((2-((3-(dimethylamino)propyl)amino)pyrimidin-4-yl)oxy)pyrrolidin-1-yl)acetamide CN1N=C(C=C1C)NC1=NC=C(C(=N1)C1=CNC2=C(C=CC=C12)NC(CN1C[C@H](CC1)OC1=NC(=NC=C1)NCCCN(C)C)=O)C